C(C)(C)N1N=C(C=C1C1CCC(CC1)=O)C(F)(F)F 4-[2-isopropyl-5-(trifluoromethyl)pyrazol-3-yl]cyclohexanone